N[C@@H](CCCC=1OC(=NN1)C1(CCOC=C1)N)C(=O)C(=O)N ((S)-4-amino-1-(5-(4-amino-2H-pyran-4-yl)-1,3,4-oxadiazol-2-yl)-4-butylcarbonyl)carboxamide